5-Bromo-7-((4,4-difluorocyclohexyl)oxy)-2,3-dihydrobenzo-[b][1,4]dioxine BrC1=CC(=CC=2OCCOC21)OC2CCC(CC2)(F)F